C(C)(=O)OCCC1CC2(C1)CC(C2)NC(=O)C=2C=C(C=C1C=NN(C21)CC=2C=NC(=NC2)C2=CC(=CC(=C2)OC)C#N)Cl 2-(6-(5-chloro-1-((2-(3-cyano-5-methoxyphenyl)pyrimidin-5-yl)methyl)-1H-indazole-7-Carboxamido)spiro[3.3]hept-2-yl)ethyl acetate